FC(C1=C(OCC2CN(CCC2)C2=CN=C3C(=N2)N(N=C3)C3CCN(CC3)C(C)=O)C=CC=C1)(F)F 1-(4-(6-(3-((2-(trifluoromethyl)phenoxy)methyl)piperidin-1-yl)-1H-pyrazolo[3,4-b]pyrazin-1-yl)piperidin-1-yl)ethan-1-one